N6-isopentyl-adenine C(CC(C)C)NC1=C2NC=NC2=NC=N1